CC1=CC=CC(=N1)C1=C(N=CN1)C=1C=C2C=C(C=NC2=CC1)C1=CC(=NC=C1)C(=O)O[C@@H]1CNCC1 [(3S)-pyrrolidin-3-yl] 4-[6-[5-(6-methyl-2-pyridyl)-1H-imidazol-4-yl]-3-quinolyl]pyridine-2-carboxylate